Z-3-bromo-1,2,3-trifluoropropene BrC(/C(=C/F)/F)F